2-((2-(1,3-Dioxolan-2-yl)-3,4-difluorophenyl)amino)-5-fluoro-4-(trifluoro-methyl)benzoic acid O1C(OCC1)C1=C(C=CC(=C1F)F)NC1=C(C(=O)O)C=C(C(=C1)C(F)(F)F)F